S1C(=CC=2C=NC=CC21)CN thieno[3,2-c]pyridin-2-ylmethanamine